(cis)-9-benzyl-8-(2-chloro-4-(2-(3,5-dimethyl-piperazin-1-yl)ethoxy)phenyl)-6-(1-methylcyclopropoxy)-9H-purine C(C1=CC=CC=C1)N1C2=NC=NC(=C2N=C1C1=C(C=C(C=C1)OCCN1C[C@H](N[C@H](C1)C)C)Cl)OC1(CC1)C